1-(4-((4-((3,4-dichloro-2-fluorophenyl)amino)-7-methoxyquinazolin-6-yl)oxy)piperidin-1-yl)-2-fluoroprop-2-en-1-one ClC=1C(=C(C=CC1Cl)NC1=NC=NC2=CC(=C(C=C12)OC1CCN(CC1)C(C(=C)F)=O)OC)F